N-propyl-2-(pyridin-4-yl)pyrido[3,4-d]pyrimidin-4-amine C(CC)NC=1C2=C(N=C(N1)C1=CC=NC=C1)C=NC=C2